methyldiphenylsulfanium fluoride [F-].C[S+](C1=CC=CC=C1)C1=CC=CC=C1